(S)-2-chloro-4-(3-methyl-8-(4-(4-(3-(methylamino)azetidin-1-yl)piperidine-1-carbonyl)phenyl)-2,8-diazaspiro[4.5]decan-2-yl)benzonitrile ClC1=C(C#N)C=CC(=C1)N1CC2(C[C@@H]1C)CCN(CC2)C2=CC=C(C=C2)C(=O)N2CCC(CC2)N2CC(C2)NC